(2R,3R,4R,5S)-1-(2-hydroxyethyl)-2-(hydroxymethyl)piperidine-3,4,5-triol OCCN1[C@@H]([C@H]([C@@H]([C@H](C1)O)O)O)CO